2-((3-((4-bromo-3-chlorophenyl)difluoromethyl)-1,2,4-oxadiazol-5-yl)methyl)acrylic acid BrC1=C(C=C(C=C1)C(C1=NOC(=N1)CC(C(=O)O)=C)(F)F)Cl